ClC1=CC(=NC=C1F)[C@@H](C)N(C(OC(C)(C)C)=O)CC tert-butyl (R)-(1-(4-chloro-5-fluoropyridin-2-yl)ethyl)(ethyl)carbamate